(2-bromophenyl) (2-bromo-4-chlorophenyl) ether BrC1=C(C=CC(=C1)Cl)OC1=C(C=CC=C1)Br